N-[1-(4-Isopropylbenzyl)-2,3-dihydro-1H-indol-5-yl]-3,3-dimethylbutyramide C(C)(C)C1=CC=C(CN2CCC3=CC(=CC=C23)NC(CC(C)(C)C)=O)C=C1